(S)-3-((S)-4-methyl-2-(2-oxo-2-(phenylamino)acetamido)pentanamido)-2-oxo-4-((S)-2-oxopyrrolidin-3-yl)butyl methyl(phenyl)phosphinate CP(OCC([C@H](C[C@H]1C(NCC1)=O)NC([C@H](CC(C)C)NC(C(NC1=CC=CC=C1)=O)=O)=O)=O)(=O)C1=CC=CC=C1